The molecule is an (omega-1)-hydroxy fatty acid ascaroside obtained by formal condensation of the alcoholic hydroxy group of (15R)-15-hydroxypalmitic acid with ascarylopyranose (the alpha anomer). It is a metabolite of the nematode Caenorhabditis elegans. It has a role as a Caenorhabditis elegans metabolite. It is a monocarboxylic acid and an (omega-1)-hydroxy fatty acid ascaroside. It derives from a (15R)-15-hydroxypalmitic acid. It is a conjugate acid of an ascr#28(1-). CC1C(CC(C(O1)OC(C)CCCCCCCCCCCCCC(=O)O)O)O